CC(CC(=O)OCC)C1=CC=NC=C1 Ethyl β-methyl-4-pyridinepropanoate